6-(3-(Benzyloxy)-4-methoxybenzyl)-5-methyl-2-phenyl-3-(piperidin-1-yl)pyrazolo[1,5-a]pyrimidin-7(4H)-one C(C1=CC=CC=C1)OC=1C=C(CC2=C(NC=3N(C2=O)N=C(C3N3CCCCC3)C3=CC=CC=C3)C)C=CC1OC